2-(3-(cyclohexyloxy)phenyl)-4-methyl-5-(1-(guanidinoimino)ethyl)-thiazole C1(CCCCC1)OC=1C=C(C=CC1)C=1SC(=C(N1)C)C(C)=NNC(=N)N